BrCCCCCCCCCCCCOC1=CC=C(C=O)C=C1 4-(12-bromododecyloxy)benzaldehyde